[Si](C)(C)(C(C)(C)C)OCCC1(CCN(CC1)CC)C#N 4-[2-[(tert-butyldimethylsilyl)oxy]ethyl]-1-ethylpiperidine-4-carbonitrile